ClC1=NN2C(C(=N1)NC=1N=CN(C1)C1=CC(=C(C(=C1)OC)OC)OC)=CC=C2CN2CCN(CC2)C 2-chloro-7-((4-methylpiperazin-1-yl)methyl)-N-(1-(3,4,5-trimethoxyphenyl)-1H-imidazol-4-yl)pyrrolo[2,1-f][1,2,4]triazin-4-amine